CC1=CC(=NC=C1)C=1N=C(C2=C(N1)CCC2)N2CCCCCC2 1-[2-(4-methylpyridin-2-yl)-5H,6H,7H-cyclopenta[d]pyrimidin-4-yl]azepane